(rac)-ethyl 6-chloro-7-[5-ethyl-3-(1-hydroxy-2-phenylethyl)-1-methyl-1H-pyrazol-4-yl]-3-{3-[(6-fluoronaphthalen-1-yl)oxy]propyl}-1H-indole-2-carboxylate ClC1=CC=C2C(=C(NC2=C1C=1C(=NN(C1CC)C)[C@@H](CC1=CC=CC=C1)O)C(=O)OCC)CCCOC1=CC=CC2=CC(=CC=C12)F |r|